FC=1C=C2C(NC=3CCC[C@H](C3C2=CC1F)NC)=O |r| racemic-8,9-difluoro-1-(methylamino)-1,3,4,5-tetrahydrophenanthridin-6(2H)-one